C(C)NNC(C1=CC=C(C=C1)CN1C2=CC=CC=C2C=2CCCCC12)=O N'-Ethyl-4-((1,2,3,4-tetrahydro-9H-carbazol-9-yl)methyl)benzoyl-hydrazine